6-chloro-8-(4,4-dimethyl-1-piperidyl)imidazo[1,2-b]pyridazine ClC=1C=C(C=2N(N1)C=CN2)N2CCC(CC2)(C)C